[1,1'-biphenyl]-4-selenol C1(=CC=C(C=C1)[SeH])C1=CC=CC=C1